3-(Methylamino)-2-[4-(pyrazin-2-yl)phenyl]imidazo[1,2-a]pyridine-7-carbonitrile CNC1=C(N=C2N1C=CC(=C2)C#N)C2=CC=C(C=C2)C2=NC=CN=C2